N-[3-fluoro-4-(4-propylpiperazine-1-carbonyl)phenyl]Cyclopropanecarboxamide tert-butyl-3-(2-chloro-3-(hydroxymethyl)pyridin-4-yl)-3-hydroxypiperidine-1-carboxylate C(C)(C)(C)OC(=O)N1CC(CCC1)(O)C1=C(C(=NC=C1)Cl)CO.FC=1C=C(C=CC1C(=O)N1CCN(CC1)CCC)NC(=O)C1CC1